NCC[C@H](C[C@]1([C@H](CC2[C@]3(CC[C@H](CC3CCC2C1)O)C)O)C)C (2R,4aS,6S,7R)-7-((S)-4-Amino-2-methylbutyl)-4a,7-dimethyltetradecahydrophenanthrene-2,6-diol